BrC1=CC=C(C=C1)[C@H]1CN(CCO1)C(=O)OC(C)(C)C (S)-tert-Butyl 2-(4-bromophenyl)morpholine-4-carboxylate